F[C@@H]1CN(C[C@@H]1NC1=CC(=C(C=C1)C)C(=O)OC)C(=O)OC(C)(C)C tert-butyl (3R,4S)-3-fluoro-4-((3-(methoxycarbonyl)-4-methylphenyl)amino)pyrrolidine-1-carboxylate